C(C=CCCC)(=O)OC(C=CCCC)=O hexenoic anhydride